tert-butyl (S)-(4-(4-(3-amino-2-chlorophenyl)-3-chloropyridin-2-yl)-2-methoxyphenethyl)((5-oxopyrrolidin-2-yl)methyl)carbamate NC=1C(=C(C=CC1)C1=C(C(=NC=C1)C1=CC(=C(CCN(C(OC(C)(C)C)=O)C[C@H]2NC(CC2)=O)C=C1)OC)Cl)Cl